NC1=NC(=NC(=N1)NC1=CC=C(C=C1)Cl)C(C(C(F)(F)F)(F)F)(F)F 2-amino-4-p-chloroanilino-6-heptafluoropropyl-1,3,5-triazine